CN(C1CCC(CC1)N1C(NC2=C1C=C(C(=C2)C=2C=C(C=1N(C2)N=CN1)OC)C(C)C)=O)C 1-((1s,4s)-4-(dimethylamino)cyclohexyl)-6-isopropyl-5-(8-methoxy-[1,2,4]triazolo[1,5-a]pyridin-6-yl)-1,3-dihydro-2H-benzo[d]imidazol-2-one